5-(5-(1-ethylcyclohexyloxycarbonyl)naphthyl)-7-oxo-bicyclo[2.2.1]Hept-2-ene C(C)C1(CCCCC1)OC(=O)C1=C2C=CC=C(C2=CC=C1)C1C2C=CC(C1)C2=O